nitroindolo[2,1-b]oxazoline [N+](=O)([O-])C1CN2C(O1)=CC=1C=CC=CC12